CC=1C(=NC=2C=CC(NC2C1)=O)C#N Methyl-6-oxo-5,6-dihydro-1,5-naphthyridine-2-carbonitrile